ClC=1C=C(OC(C(=O)O)(F)F)C=C(C1CC1=CC(=C(C=C1)O[Si](C(C)C)(C(C)C)C(C)C)C(C)C)Cl 2-(3,5-dichloro-4-(3-isopropyl-4-((triisopropylsilyl)oxy)benzyl)phenoxy)-2,2-difluoroacetic acid